Benzyl 4-(4-(6-(4-methoxyphenyl)-4-(piperidin-4-ylamino)pyridin-2-yl)phenyl)piperidine-1-carboxylate hydrochloride salt Cl.COC1=CC=C(C=C1)C1=CC(=CC(=N1)C1=CC=C(C=C1)C1CCN(CC1)C(=O)OCC1=CC=CC=C1)NC1CCNCC1